C(C)(C)(C)OC(=O)N1CCC2(C(N(C(N2)=O)C2=CC=C(C=C2)C(F)(F)F)=O)CCC1 2,4-dioxo-3-(4-(trifluoromethyl)phenyl)-1,3,8-triazaspiro[4.6]undecane-8-carboxylic acid (S)-tert-butyl ester